ClC=1C(=CC(=NC1)OC)C1=CC(=NN1)C(=O)N1CCC(CC1)(C(=O)O)O 1-(5-(5-chloro-2-methoxypyridin-4-yl)-1H-pyrazole-3-carbonyl)-4-hydroxypiperidine-4-carboxylic acid